methyl 3-bromo-5-[5-(1-cyano-2-naphthyl)-1-methyl-pyrazol-4-yl]thiophene-2-carboxylate BrC1=C(SC(=C1)C=1C=NN(C1C1=C(C2=CC=CC=C2C=C1)C#N)C)C(=O)OC